N-{4-[2-(2-chloro-6-cyanophenyl)acetamido]pyridin-2-yl}-N-(4-fluorophenyl)acetamide ClC1=C(C(=CC=C1)C#N)CC(=O)NC1=CC(=NC=C1)N(C(C)=O)C1=CC=C(C=C1)F